methyl 2-bromo-4,5-difluorobenzoate BrC1=C(C(=O)OC)C=C(C(=C1)F)F